(1S,3aS,6aR)-N-((S)-1-cyano-2-((R)-2-oxopiperidin-3-yl)ethyl)-4,4-difluoro-2-(9-hydroxy-9H-fluorene-9-carbonyl)octahydrocyclopenta[c]pyrrole-1-carboxamide C(#N)[C@H](C[C@@H]1C(NCCC1)=O)NC(=O)[C@H]1N(C[C@@H]2[C@H]1CCC2(F)F)C(=O)C2(C1=CC=CC=C1C=1C=CC=CC21)O